C(CCCCCCCCC)C(C(=O)OCCCCOC(N(CCCN(CCCCOC(C(CCCCCCCCCC)CCCCCCCCCC)=O)C)CCCN(C)C)=O)CCCCCCCCCC {3-[(2-decyl-1-oxododecyl) oxy] propyl}-7-[3-(dimethylamino) propyl]-11-methyl-6-oxo-7,11-diaza-5-oxadodec-1-yl 2-decyldodecanoate